2-(2-Chloro-5-fluoropyrimidin-4-yl)-3,5-dimethyl-7-propan-2-ylthieno[3,2-c]pyridin-4-one ClC1=NC=C(C(=N1)C1=C(C=2C(N(C=C(C2S1)C(C)C)C)=O)C)F